C(C)C(CCO)(CCO)CC (3,3-diethyl)pentamethylene glycol